4,4'-(3,3,3',3'-tetramethyl-2,2',3,3'-tetrahydro-1,1'-spirobi[indene]-6,6'-diyl)dianiline CC1(CC2(C3=CC(=CC=C13)C1=CC=C(N)C=C1)CC(C1=CC=C(C=C12)C1=CC=C(N)C=C1)(C)C)C